6-(2-amino-5-(4-(piperidin-4-yl)phenyl)pyridin-3-yl)-7-fluoro-3,4-dihydroisoquinolin-1(2H)-one NC1=NC=C(C=C1C=1C=C2CCNC(C2=CC1F)=O)C1=CC=C(C=C1)C1CCNCC1